2-(2,3-dihydrobenzo[b][1,4]dioxin-2-yl)-4,5-dihydro-1H-imidazole-4-d O1C2=C(OCC1C=1NCC(N1)[2H])C=CC=C2